(2,6-dioxopiperidine-3-yl)amine trifluoroacetate FC(C(=O)O)(F)F.O=C1NC(CCC1N)=O